FC1=CC=C(C(=O)N(CC)[C@H](C(=O)NC2=CC=C(C=C2)S(=O)(=O)Cl)CC2=CC=CC=C2)C=C1 (S)-4-(2-(4-fluoro-N-ethylbenzamido)-3-phenylpropanamido)benzene-1-sulfonyl chloride